ethyl 1-cyclopropyl-6,7,8-trifluoro-1,4-dihydro-4-oxo-3-quinolinecarboxylate C1(CC1)N1C=C(C(C2=CC(=C(C(=C12)F)F)F)=O)C(=O)OCC